ClCC=1C=NN(C1)C1=NC(=CC=C1)C 2-(4-(chloromethyl)-1H-pyrazol-1-yl)-6-methylpyridine